CP1(CS(OC1)(=O)=O)=O 4-methyl-1,2,4-oxathiaphospholane-2,2,4-trioxide